methyl 9-(2-chlorophenyl)-3-propyl-16-thia-2,4,5,8-tetraazatetracyclo[8.6.0.02,6.011,15]hexadeca-1(10),3,5,8,11(15)-pentaene-13-carboxylate ClC1=C(C=CC=C1)C1=NCC2=NN=C(N2C=2SC=3CC(CC3C12)C(=O)OC)CCC